isoeugenol zinc salt [Zn].C=1(C(O)=CC=C(C=CC)C1)OC